4-(1-chloro-3-(5-(difluoromethyl)-1,3,4-thiadiazol-2-yl)-6-(N-(1-methylcyclopropyl)sulfamoyl)imidazo[1,5-a]pyridin-8-yl)-N,N-dimethylpiperazine-1-carboxamide ClC=1N=C(N2C1C(=CC(=C2)S(NC2(CC2)C)(=O)=O)N2CCN(CC2)C(=O)N(C)C)C=2SC(=NN2)C(F)F